3-(2-BROMO-4-CHLOROPHENOXY)CYCLOBUTAN-1-ONE Sodium hydride [H-].[Na+].BrC1=C(OC2CC(C2)=O)C=CC(=C1)Cl